(cis)-tert-butyl 4-((2-((allyloxy) carbonyl) cyclobutyl) methyl)-3,3-difluorohexahydropyrrolo[3,2-b]pyrrole-1(2H)-carboxylate C(C=C)OC(=O)C1C(CC1)CN1CC[C@@H]2N(CC([C@@H]21)(F)F)C(=O)OC(C)(C)C